[Br-].C(C1=CC=CC=C1)[N+]1(CCCCCC1)C(C(=O)NC1=C(C=CC=C1C)C)CC 1-benzyl-1-(1-((2,6-dimethylphenyl)Amino)-1-oxobutan-2-yl)Azepan-1-ium bromide